(S)-4-(4-propenoyl-2-methylpiperazin-1-yl)-7-(2-fluoro-6-methoxyphenyl)-1-(2-isopropyl-4-methylpyridin-3-yl)pyrido[4,3-d]pyrimidin-2(1H)-one C(C=C)(=O)N1C[C@@H](N(CC1)C=1C2=C(N(C(N1)=O)C=1C(=NC=CC1C)C(C)C)C=C(N=C2)C2=C(C=CC=C2OC)F)C